3-tert-Butyl-5-(chloromethyl)salicylaldehyd C(C)(C)(C)C1=C(C(C=O)=CC(=C1)CCl)O